7-bromo-1-isopropyl-triazolo[4,5-c]pyridine BrC=1C2=C(C=NC1)N=NN2C(C)C